(4-(3-ethylphenoxy)phenyl)-6,7-bis(2-methoxyethoxy)quinazolin-4-amine C(C)C=1C=C(OC2=CC=C(C=C2)C2=NC3=CC(=C(C=C3C(=N2)N)OCCOC)OCCOC)C=CC1